N'-acetyl-4-[5-hydroxy-5-(trifluoromethyl)-4,5-dihydro-1,2-oxazol-3-yl]benzohydrazide C(C)(=O)NNC(C1=CC=C(C=C1)C1=NOC(C1)(C(F)(F)F)O)=O